5-Hydroxyisobenzofuran-1,3-dione OC=1C=C2C(OC(C2=CC1)=O)=O